CC1=CC=CC=2N1C(=CN2)C(=O)N 5-methylimidazo[1,2-a]pyridine-3-carboxamide